n-butyl-4,4-di(tertbutylperoxy)valerate C(CCC)OC(CCC(C)(OOC(C)(C)C)OOC(C)(C)C)=O